SNC(=O)C1=C(C=CC=C1)OB(O)O mercaptocarbamoyl-phenylboric acid